CC1([C@H](C1)C(=O)N1CC2(C1)CN(CC2COCC2=NC(=CC=C2)C2CCOCC2)C(=O)C2=CN=CS2)C (2-((S)-2,2-dimethylcyclopropane-1-carbonyl)-8-(((6-(tetrahydro-2H-pyran-4-yl)pyridin-2-yl)methoxy)methyl)-2,6-diazaspiro[3.4]octan-6-yl)(thiazol-5-yl)methanone